FC1=C(C=CC=C1)C1=NC=CC(=C1)C1=NC2=CC=C(C=C2C(=N1)N)N (2-(2-fluorophenyl)pyridin-4-yl)quinazoline-4,6-diamine